O=P1(OC2=C(C3=C1C=CC=C3)C=CC=C2)C(O)C2=CC=C(C=C2)C(O)P2(OC3=C(C1=C2C=CC=C1)C=CC=C3)=O α,α'-bis(6-oxo-6H-dibenzo[c,e][1,2]oxaphosphorin-6-yl)-1,4-benzenedimethanol